tert-butyl 4-[3-(p-tolylsulfonyloxy)cyclobutoxy]benzoate C1(=CC=C(C=C1)S(=O)(=O)OC1CC(C1)OC1=CC=C(C(=O)OC(C)(C)C)C=C1)C